C(C1=CC=CC=C1)OC1=CC=C(C=N1)[C@H]1CNC[C@H](O1)C (2S,6R)-2-(6-(benzyloxy)pyridin-3-yl)-6-methylmorpholine